C(C1=CC=CC=C1)OC=1C=C(C2=C(C(=C(O2)C)C(=O)NC2C(CN(C2)C(=O)OC(C)(C)C)(F)F)C1)C#N tert-butyl 4-(5-(benzyloxy)-7-cyano-2-methylbenzofuran-3-carboxamido)-3,3-difluoropyrrolidine-1-carboxylate